(4-(5-(2-(4,4-difluoropiperidin-1-yl)thiazol-4-yl)-1,3,4-oxadiazol-2-yl)-3-(6-azaspiro[2.5]oct-6-yl)phenyl)-2-hydroxyethane-1-sulfonamide FC1(CCN(CC1)C=1SC=C(N1)C1=NN=C(O1)C1=C(C=C(C=C1)C(CO)S(=O)(=O)N)N1CCC2(CC2)CC1)F